3-((S)-1-(8-amino-1-methylimidazo[1,5-a]pyrazin-3-yl)ethyl)-5-chloro-6-fluoro-N-((1R,3R)-3-hydroxycyclopentyl)-2-isopropoxybenzamide NC=1C=2N(C=CN1)C(=NC2C)[C@@H](C)C=2C(=C(C(=O)N[C@H]1C[C@@H](CC1)O)C(=C(C2)Cl)F)OC(C)C